N.CC1=CC=C(C=C1)S(=O)(=O)O p-toluenesulfonic acid ammonia salt